isopropyl 4-(3-(2-methoxypyridin-3-yl)pyrazolo[1,5-a]pyrimidin-5-yl)piperidine-1-carboxylate COC1=NC=CC=C1C=1C=NN2C1N=C(C=C2)C2CCN(CC2)C(=O)OC(C)C